C(C)(C)(C)OC(N(C1=CC(=C2C=NN(C2=C1)C)N1CCOCC1)CC1=NC=C(C(=C1C)OC)C)=O ((4-methoxy-3,5-dimethylpyridin-2-yl)methyl)(1-methyl-4-morpholino-1H-indazol-6-yl)-carbamic acid tert-butyl ester